OC1=CC=C(C=C1)NC(CC1=CC=CC=C1)=O N-(4-hydroxyphenyl)phenylacetamide